C(#N)C1=C2C(=CNC2=C(C=C1)C(=O)NC)C 4-cyano-N,3-dimethyl-1H-indole-7-carboxamide